Nicotine cinnamate salt C(C=CC1=CC=CC=C1)(=O)O.N1=CC=CC(=C1)C1N(C)CCC1